Oxazole-2(3H)-thione O1C(NC=C1)=S